4-(1-ethyl-5-(trifluoromethyl)-1H-pyrazol-3-yl)cyclohexan-1-one C(C)N1N=C(C=C1C(F)(F)F)C1CCC(CC1)=O